O=C1NC(CCC1N1C(C2=CC=CC=C2C1=O)=O)=O 2-(2,6-Dioxopiperidin-3-yl)-2,3-dihydro-1H-isoindole-1,3-dione